C(CC)(=O)OCCO propanoic acid, 2-hydroxyethyl ester